(6-((2-(cis-3-fluoro-4-methoxypiperidin-1-yl)pyrimidin-4-yl)amino)-4-(isopropylamino)pyridin-3-yl)(4-methylpiperazin-1-yl)methanone F[C@@H]1CN(CC[C@@H]1OC)C1=NC=CC(=N1)NC1=CC(=C(C=N1)C(=O)N1CCN(CC1)C)NC(C)C